FC(C=1C=C(C(=O)NC(C)C=2C(=NC=CN2)C(=O)NC2CC2)C=C(C1)C(F)(F)F)(F)F 3-[1-[[3,5-bis(trifluoromethyl)benzoyl]amino]ethyl]-N-cyclopropyl-pyrazine-2-carboxamide